6-(5-cyanopyrazin-2-ylamino)-4-(piperidin-3-ylmethylamino)-N-(2,2,2-trifluoroethyl)pyridazine-3-carboxamide C(#N)C=1N=CC(=NC1)NC1=CC(=C(N=N1)C(=O)NCC(F)(F)F)NCC1CNCCC1